7-((5S)-1-(4-amino-7-fluoro-1,3-dihydrofurano[3,4-c]quinolin-8-yl)-5-methylpiperidin-2-yl)-5-fluorospiro[benzo[b][1,4]oxazine-2,1'-cyclopropane]-3(4H)-one NC1=NC=2C=C(C(=CC2C2=C1COC2)N2C(CC[C@@H](C2)C)C=2C=C(C1=C(OC3(CC3)C(N1)=O)C2)F)F